N1N=CC(=C1)C=1C=C2C(=CNC2=CC1)NC(=O)NC1=CC2=C(SCC(N2CC2=CC=CC=C2)=O)C=C1 1-(5-(1H-pyrazol-4-yl)-1H-indol-3-yl)-3-(4-benzyl-3-oxo-3,4-dihydro-2H-benzo[b][1,4]thiazin-6-yl)urea